5-methyl-1-(pyridin-2-ylmethyl)-1H-indole-2-carboxamide CC=1C=C2C=C(N(C2=CC1)CC1=NC=CC=C1)C(=O)N